triazoledithiol N1N=NC(=C1S)S